ClC1=NN(C=N1)CC1=CC=NC=C1 4-((3-chloro-1H-1,2,4-triazol-1-yl)methyl)pyridine